OC1CC2(C1)CN(CC2)CCNC(OC(C)(C)C)=O tert-butyl N-(2-{2-hydroxy-6-azaspiro[3.4]octan-6-yl}ethyl)carbamate